N-(2-fluorophenyl)-5-(4-(4-fluorophenyl)-1-(pyrrolidin-3-yl)-1H-imidazol-5-yl)furan-2-carboxamide FC1=C(C=CC=C1)NC(=O)C=1OC(=CC1)C1=C(N=CN1C1CNCC1)C1=CC=C(C=C1)F